ClC1=CC=C(C=C1)C1=C(N=C(N1)C1=CC=C(N(C)CC2=CC(=CC=C2)F)C=C1)C 4-(5-(4-chlorophenyl)-4-methyl-1H-imidazol-2-yl)-N-(3-fluorobenzyl)-N-methylaniline